4-(2-(4-fluoro-2-methylphenoxy)-4-(perfluoroethyl)benzoylamino)benzoic acid FC1=CC(=C(OC2=C(C(=O)NC3=CC=C(C(=O)O)C=C3)C=CC(=C2)C(C(F)(F)F)(F)F)C=C1)C